C12CN(CC2C1)C1=CC(=C(C=C1)CN1C=NC(=C1)C(=O)O)C#N 1-[(4-{3-azabicyclo[3.1.0]hex-3-yl}-2-cyanophenyl)methyl]-1H-imidazole-4-carboxylic acid